3-methyl-1H-imidazolium 4-vinylbenzensulfonat C(=C)C1=CC=C(C=C1)S(=O)(=O)[O-].C[N+]1=CNC=C1